C(C1=CC=CC=C1)[C@H](NC(COC1=CC=C(C=C1)C[C@@H](C(=O)OC(C)(C)C)NC(CNC(C1=CC(=CC=C1)I)=O)=O)=O)C(NCCCCCNC(NCCC)=O)=O (4S,11S,15S)-4-benzyl-1-(4-((S)-3-tert-butoxy-2-(2-(3-iodobenzoylamino)acetylamino)-3-oxopropyl)phenoxy)-2,5,13-trioxo-3,6,12,14-tetraazaheptadecane